C(C)(=O)N1C[C@H](CC1)NC=1C2=C(N=C(N1)N1CC(C1)OC(=O)C=1N=CSC1)CC[S+]2[O-] [1-[4-[[(3S)-1-Acetylpyrrolidin-3-yl]amino]-5-oxido-6,7-dihydrothieno[3,2-d]pyrimidin-5-ium-2-yl]azetidin-3-yl]-thiazol-4-carboxylat